O1O[N+](=CC=C1)[O-] dioxazine oxide